(1-(3-fluorobenzyl)-6-(4-methoxypyrrolo[2,1-f][1,2,4]triazin-5-yl)-1H-imidazo[4,5-b]pyridin-2-yl)methanol FC=1C=C(CN2C(=NC3=NC=C(C=C32)C=3C=CN2N=CN=C(C23)OC)CO)C=CC1